4-(1-cyclopropyl-1H-benzo[d]imidazol-2-yl)-6-methoxy-3-methylbenzene-1,2-diol C1(CC1)N1C(=NC2=C1C=CC=C2)C=2C(=C(C(=C(C2)OC)O)O)C